4-hydroxy-N-((S)-1-(4-(pyridin-4-yl)phenyl)ethyl)pyrrolidine-2-carboxamide OC1CC(NC1)C(=O)N[C@@H](C)C1=CC=C(C=C1)C1=CC=NC=C1